N1[C@@H](CCC1=O)C(=O)O.FC=1C=CC(=NC1)[C@@]1(CCOC2(C1)CCOCC2)CCNC2CC1=CC=CC=C1C2 (R)-N-(2-(4-(5-fluoropyridin-2-yl)-1,9-dioxaspiro[5.5]undecan-4-yl)ethyl)-2,3-dihydro-1H-inden-2-amine L-pyroglutamate